CC1=C(C=CC=C1C)N1CCN(CC1)C(CN1N=C(C=2CCCCC12)C(=O)N1C[C@H]([C@H](CC1)O)F)=O 1-(4-(2,3-Dimethylphenyl)piperazin-1-yl)-2-(3-((3R,4S)-3-fluoro-4-hydroxypiperidin-1-carbonyl)-4,5,6,7-tetrahydro-1H-indazol-1-yl)ethanon